1-methyl-5-oxo-N-(7-(4-(trifluoromethyl)phenoxy)-2,3-dihydrobenzo[b][1,4]dioxin-5-yl)pyrrolidine-2-carboxamide CN1C(CCC1=O)C(=O)NC1=CC(=CC=2OCCOC21)OC2=CC=C(C=C2)C(F)(F)F